BrC1=CC(=CC=2C=COC21)CO[Si](C)(C)C(C)(C)C ((7-Bromobenzofuran-5-yl)methoxy)(tert-butyl)dimethylsilane